tert-Butyl 4-((3-(2-ethoxy-2-oxoacetamido)-6-methylpyridin-2-yl)amino)piperidine-1-carboxylate C(C)OC(C(=O)NC=1C(=NC(=CC1)C)NC1CCN(CC1)C(=O)OC(C)(C)C)=O